C(#C)[C@@H]1C[C@H](C1)C(=O)N([C@H](C(=O)OC(C)(C)C)C(C)C)C trans-tert-butyl (2S)-2-[(3-ethynylcyclobutanecarbonyl)-methyl-amino]-3-methyl-butanoate